(1R,2R)-2-((7-chloro-1-methyl-1H-pyrazolo[3,4-d]pyridazin-4-yl)amino)cyclohexane-1-ol ClC=1N=NC(=C2C1N(N=C2)C)N[C@H]2[C@@H](CCCC2)O